C(#C)C1=CC=C(N=N1)NC(OCCCC)=O butyl (6-ethynylpyridazin-3-yl)carbamate